N1N=CC=C1C1CN(CCC1)C1=NC(=NC(=C1)C)N 4-(3-(1H-pyrazol-5-yl)piperidin-1-yl)-6-methylpyrimidin-2-amine